ClC=1C=C(CN2C3=CC=C(C=C3C=3C=CN=C(C23)C)NC(=O)NC2=CC=C(C=C2)C)C=CC1 1-(9-(3-chlorobenzyl)-1-methyl-β-carbolin-6-yl)-3-(p-tolyl)urea